(6R,7aS)-7a-(((tert-butyldiphenylsilyl)oxy)methyl)-6-fluorohexahydro-1H-pyrrolizin-2-yl-2-d 4-methylbenzenesulfonate CC1=CC=C(C=C1)S(=O)(=O)OC1(C[C@]2(C[C@H](CN2C1)F)CO[Si](C1=CC=CC=C1)(C1=CC=CC=C1)C(C)(C)C)[2H]